COCCN1CC(OCC1)CNC1=C(C=C(C=C1)S(=O)(=O)NC(C1=C(C=CC=C1)OC=1C=C2C(=NC1)NC=C2)=O)[N+](=O)[O-] N-{[4-({[4-(2-methoxyethyl)morpholin-2-yl]methyl}amino)-3-nitrophenyl]sulfonyl}-2-(1H-pyrrolo[2,3-b]pyridin-5-yloxy)benzamide